C(C1=CC=CC=C1)C1OCC12NCCC(C2)C#N benzyl-2-oxa-5-azaspiro[3.5]nonane-8-carbonitrile